4-cyano-N-[2-(4,4-dimethylcyclohexen-1-yl)-6-[2-fluoro-8-oxabicyclo[3.2.1]oct-6-en-3-yl]-3-pyridyl]-1-(2-trimethylsilylethoxymethyl)imidazole-2-carboxamide C(#N)C=1N=C(N(C1)COCC[Si](C)(C)C)C(=O)NC=1C(=NC(=CC1)C1C(C2C=CC(C1)O2)F)C2=CCC(CC2)(C)C